COC=1C(=CC=2C3=C(C=NC2C1)OC(N3CC3=CC=C(C=C3)S(=O)(=O)N)=O)OC 4-((7,8-Dimethoxy-2-oxo-oxazolo[5,4-c]quinolin-1(2H)-yl)methyl)benzenesulfonamide